BrC1=CC(=C(CS(=O)(=O)C2=NC=3N(C(N(C(C3N2C)=O)C)=O)C)C=C1)OC 8-((4-bromo-2-methoxybenzyl)sulfonyl)-1,3,7-trimethyl-1H-purine-2,6(3H,7H)-dione